ClC1=CC2=C(NC(=N2)CNC2=NC(=NC=3N2N=CC3C=3C=NN(C3)C)N3CCN(CC3)C)C=C1Cl N-[(5,6-dichloro-1H-benzimidazol-2-yl)methyl]-2-(4-methylpiperazin-1-yl)-8-(1-methyl-1H-pyrazol-4-yl)pyrazolo[1,5-a][1,3,5]triazin-4-amine